C(#N)[C@H]1[C@@H](CCC1)NS(=O)(=O)C1=CC=C(C=C1)C N-(trans)-(2-cyanocyclopentyl)-4-methyl-benzenesulfonamide